BrCC(C)(C)C bromo-neopentane